3-{[(tert-butoxy)carbonyl]oxy}-4-methoxybenzene C(C)(C)(C)OC(=O)OC=1C=CC=CC1OC